2-(3-(dimethylphosphoryl)phenyl)-2-hydroxyacetamide CP(=O)(C)C=1C=C(C=CC1)C(C(=O)N)O